FC1(CN(CC[C@@H]1NC1=NN2C(C(=N1)OC)=C(C=C2)C=2C=C1C=CC=NC1=CC2)C)F (S)-N-(3,3-Difluoro-1-methylpiperidin-4-yl)-4-methoxy-5-(quinolin-6-yl)pyrrolo[2,1-f][1,2,4]triazin-2-amine